CC=1C=CC=C2C=CN(C12)C(CCC(=O)N1CCOCC1)C1=NC=CC=C1C 7-methyl-N-(1-(3-methylpyridin-2-yl)-4-morpholino-4-oxobutyl)-1H-indole